C(C=C)O[C@H]1[C@H]([C@@H](O[C@@H]1CO[Si](C)(C)C(C)(C)C)N1C(NC(C=C1)=O)=O)O[Si](C)(C)C(C)(C)C 1-((2R,3R,4R,5R)-4-(allyloxy)-3-((tert-butyldimethylsilyl)oxy)-5-(((tert-butyldimethylsilyl)oxy)methyl)tetrahydrofuran-2-yl)pyrimidine-2,4(1H,3H)-dione